CC1=CC=C(C=C1)S(=O)(=O)[Se]N1C2=C(C=C1)CC2 1-p-toluenesulfonylselenoethanopyrrole